C(C)(C)(C)C1=C(C(=CC(=C1)C)C(C)(C)C)O 1,3-di-tert-butyl-2-hydroxy-5-methylbenzene